NC1=NC=CC(=C1Cl)COC=1C(=NC=C(N1)Br)N 3-((2-amino-3-chloropyridin-4-yl)methoxy)-5-bromopyrazin-2-amine